N-(tert-butyl)-3-((1s,4s)-4-methyl-5'-(methylsulfonamido)spiro[cyclohexane-1,3'-indoline]-1'-carbonyl)benzenesulfonamide C(C)(C)(C)NS(=O)(=O)C1=CC(=CC=C1)C(=O)N1CC2(C3=CC(=CC=C13)NS(=O)(=O)C)CCC(CC2)C